erythrose O=C[C@H](O)[C@H](O)CO